FC1=C(C=CC=C1NS(NCCOC)(=O)=O)CC=1C(OC2=CC(=CC=C2C1COC)OC1=NC=CC=C1F)=O 3-[[2-fluoro-3-(2-methoxyethylsulfamoylamino)phenyl]methyl]-7-[(3-fluoro-2-pyridyl)oxy]-4-(methoxymethyl)chromen-2-one